C(C1=CC=CC=C1)[C@H]1N(C(OC1)=O)C(=O)[C@@H]1CN(C[C@H]1C1=CC=C(C=C1)F)C(=O)OC(C)(C)C tert-butyl (3S,4R)-3-{[(4R)-4-benzyl-2-oxo-1,3-oxazolidin-3-yl]carbonyl}-4-(4-fluorophenyl)pyrrolidine-1-carboxylate